3-cyclopentylthiourea C1(CCCC1)NC(N)=S